NC(C=1NC=2C(N(C=C(C2C1)C#N)C1=NC(=CC(=C1)C1=C(C=C(C=C1)F)C1=NN=CN1C)C1CC1)=O)C1=NC(=CC=C1)C 2-[amino(6-methyl-2-pyridyl)methyl]-6-{6-cyclopropyl-4-[4-fluoro-2-(4-methyl-4H-1,2,4-triazol-3-yl)phenyl]-2-pyridyl}-7-oxo-1,6-dihydro-1,6-diaza-4-indenecarbonitrile